N1,N1'-((5-(3-(isobutylammonio)propoxy)-1,3-phenylene)bis(methylene))bis(N3-(3-ammoniopropyl)propane-1,3-diaminium) C(C(C)C)[NH2+]CCCOC=1C=C(C=C(C1)C[NH2+]CCC[NH2+]CCC[NH3+])C[NH2+]CCC[NH2+]CCC[NH3+]